ClC1=C(C=CC2=C1C(OC1=NC3=C(C(N(CCO2)CCO)=O)C=NN3C=C1)C)F 12-chloro-11-fluoro-5-(2-hydroxyethyl)-13-methyl-6,7-dihydro-13H-1,15-ethenopyrazolo[4,3-f][1,10,4,8]benzodioxadiazacyclotridecin-4(5H)-one